methyl 6-(3-cyclopropylphenoxy)-2-methyl-[1,2,4]triazolo[1,5-a]pyrimidine-7-carboxylate C1(CC1)C=1C=C(OC=2C=NC=3N(C2C(=O)OC)N=C(N3)C)C=CC1